C(=C)C=1C=C(C(C(=O)O)=CC1)O para-vinyl-salicylic acid